NC=1C(N(N(C1N)CCO)CCO)=O 4,5-diamino-1,2-di-(2-hydroxyethyl)-1,2-dihydropyrazol-3-one